tert-butyl (1-(4-(2,6-dioxo-1-((2-(trimethylsilyl)ethoxy)methyl)piperidin-3-yl)-3,5-difluorophenyl)azetidin-3-yl)carbamate O=C1N(C(CCC1C1=C(C=C(C=C1F)N1CC(C1)NC(OC(C)(C)C)=O)F)=O)COCC[Si](C)(C)C